FC1=CC(=C(C(=C1)N)N)N1CCOCC1 5-fluoro-3-morpholinobenzene-1,2-diamine